3-chloro-2,4-dinitrobenzoic acid ClC=1C(=C(C(=O)O)C=CC1[N+](=O)[O-])[N+](=O)[O-]